(2,3-dichloro-6-methoxyphenyl)boric acid ClC1=C(C(=CC=C1Cl)OC)OB(O)O